ClC=1C=C2C=CC(=CC2=CC1)NCC(CN1CC(N(CC1)C1=C(C=CC(=C1)Cl)Cl)=O)O 4-(3-((6-chloronaphthalen-2-yl)amino)-2-hydroxypropyl)-1-(2,5-dichlorophenyl)piperazin-2-one